N-(4-(5-(3-(3-fluorophenoxy)propyl)-2,3,4,5-tetrahydro-1H-benzo[b][1,4]diazepine-1-Carbonyl)phenyl)-[1,1'-biphenyl]-2-carboxamide FC=1C=C(OCCCN2C3=C(N(CCC2)C(=O)C2=CC=C(C=C2)NC(=O)C=2C(=CC=CC2)C2=CC=CC=C2)C=CC=C3)C=CC1